3-[3-(1,3-benzodioxol-5-yl)-1H-pyrazol-5-yl]-N,N-dimethylaniline O1COC2=C1C=CC(=C2)C2=NNC(=C2)C=2C=C(N(C)C)C=CC2